CN1CCC2=CC(=C(C=C12)O)O N-methyl-5,6-dihydroxyindoline